N-[5-(2-cyano-5-fluorophenyl)-1-trityl-1H-indazol-3-yl]-1-methylpiperidine-4-carboxamide C(#N)C1=C(C=C(C=C1)F)C=1C=C2C(=NN(C2=CC1)C(C1=CC=CC=C1)(C1=CC=CC=C1)C1=CC=CC=C1)NC(=O)C1CCN(CC1)C